C(C=CC)=N buteneimine